1-acetyl-N-((6-(azetidine-1-carbonyl)pyridin-2-yl)methyl)-4-(3-(cyclopropylmethoxy)-4-(difluoromethoxy)phenyl)-pyrrolidine-2-carboxamide C(C)(=O)N1C(CC(C1)C1=CC(=C(C=C1)OC(F)F)OCC1CC1)C(=O)NCC1=NC(=CC=C1)C(=O)N1CCC1